2,6-dimethylbenzonitrile CC1=C(C#N)C(=CC=C1)C